1-(7-bromo-2,3,4,9-tetrahydro-1H-carbazol-3-yl)-3-(4-chloro-3-(trifluoromethyl)phenyl)urea BrC1=CC=C2C=3CC(CCC3NC2=C1)NC(=O)NC1=CC(=C(C=C1)Cl)C(F)(F)F